(2-(1-isopropyl-1H-pyrazol-4-yl)-4-methyloxazol-5-yl)methanone C(C)(C)N1N=CC(=C1)C=1OC(=C(N1)C)C=O